(5S,6S)-5-(Hydroxymethyl)-6-phenylpiperidin-2-one OC[C@H]1CCC(N[C@@H]1C1=CC=CC=C1)=O